ClC=1C=NC(=NC1)C=1OC(=NN1)CNC1=CC=C(C=C1)F D-5-chloro-2-(5-{[(4-fluorophenyl)amino]methyl}-1,3,4-oxadiazol-2-yl)pyrimidine